C12CNCC(N1C1=NC(=C(C(=N1)NC=1C=C3C=NNC3=CC1)F)C)C2 N-(2-(3,6-diazabicyclo[3.1.1]hept-6-yl)-5-fluoro-6-methylpyrimidin-4-yl)-1H-indazol-5-amine